tert-butyl (1R,5S)-3-(7-(5-chloroisoquinolin-4-yl)-8-fluoro-2-((tetrahydro-1H-pyrrolizin-7a(5H)-yl)methoxy)pyrido[4,3-d]pyrimidin-4-yl)-3,8-diazabicyclo[3.2.1]octane-8-carboxylate ClC1=C2C(=CN=CC2=CC=C1)C1=C(C=2N=C(N=C(C2C=N1)N1C[C@H]2CC[C@@H](C1)N2C(=O)OC(C)(C)C)OCC21CCCN1CCC2)F